CO[C@@H]1COCC[C@H]1NCC#C (3S,4R)-3-methoxy-N-(prop-2-yn-1-yl)tetrahydro-2H-pyran-4-amine